[8-(2-chlorophenyl)-7-(4-chlorophenyl)-3-[(5-chloropyridin-2-yl)methyl]-2,6-dioxopurin-1-yl]methanesulfonamide ClC1=C(C=CC=C1)C1=NC=2N(C(N(C(C2N1C1=CC=C(C=C1)Cl)=O)CS(=O)(=O)N)=O)CC1=NC=C(C=C1)Cl